COC(CC1=C(C=C(C=C1)F)OCC1=CC2=C(COC3=C(C=CC=C23)CN)C=C1)=O 2-(2-((4-(aminomethyl)-6H-benzo(c)chromen-9-yl)methoxy)-4-fluorophenyl)acetic acid methyl ester